C1(=CC=CC2=CC=CC=C12)[Si](COCC)(COCC)C1=CC=CC2=CC=CC=C12 dinaphthylbis(ethoxymethyl)silane